N2-(3,3-difluorocyclobutyl)-6-(3-(trifluoromethyl)-1H-pyrazol-1-yl)-N4-(2-(trifluoromethyl)pyridin-4-yl)-1,3,5-triazine-2,4-diamine FC1(CC(C1)NC1=NC(=NC(=N1)NC1=CC(=NC=C1)C(F)(F)F)N1N=C(C=C1)C(F)(F)F)F